FC=1C(=NC=CC1C)C(=O)OC methyl 3-fluoro-4-methyl-pyridine-2-carboxylate